FC1(CCC(CC1)N(C(=O)C1=NC=CC=C1)C)F N-(4,4-difluorocyclohexyl)-N-methylpyridinamide